3-(1,3-dimethylbutylidene)aminobutyltriethoxysilane CC(CC(C)C)=NC(CC[Si](OCC)(OCC)OCC)C